C1(=CC=CC=2C(=CC=CC12)S(=O)(=O)O)S(=O)(=O)O.CN1C=C([C@H]2[C@H](O)[C@H](O)[C@@H](CO)O2)C(N(C1=O)CCC(C(=O)O)N)=O 1-methyl-3-(3-amino-3-carboxypropyl)pseudouridine naphthalene-1,5-disulfonate